NC1=NC=CC=C1C1=NC=2C(=NC(=CC2)C2=CC=CC=C2)N1C1=CC=C(C=C1)C1CCN(CC1)CC1=CC=C(C(=O)OC)C=C1 methyl 4-[[4-[4-[2-(2-amino-3-pyridyl)-5-phenyl-imidazo[4,5-b]pyridin-3-yl]phenyl]-1-piperidyl]methyl]benzoate